[3-(2-cyclopropyl-4-pyridyl)-1,2,4-oxadiazol-5-yl]-N-methyl-N-phenyl-propanamide C1(CC1)C1=NC=CC(=C1)C1=NOC(=N1)C(C(=O)N(C1=CC=CC=C1)C)C